CC/C=C\\C/C=C\\C/C=C\\C/C=C\\C/C=C\\CCCCCCCCCC(=O)[O-] The molecule is a hexacosapentaenoate that is the conjugate base of (11Z,14Z,17Z,20Z,23Z)-hexacosapentaenoic acid, obtained by deprotonation of the carboxy group; major species at pH 7.3. It is a conjugate base of an (11Z,14Z,17Z,20Z,23Z)-hexacosapentaenoic acid.